(S)-2-amino-3-(5-carbamoylpyridin-2-yl)propanoic acid N[C@H](C(=O)O)CC1=NC=C(C=C1)C(N)=O